1-hydroxy-3-(phenyl)propane-1-sulfonic acid sodium salt [Na+].OC(CCC1=CC=CC=C1)S(=O)(=O)[O-]